4-((4-((3-(N-(tert-butyl)sulfamoyl)phenyl)amino)-5-methylpyrimidin-2-yl)amino)-N-(quinolin-6-yl)benzamide C(C)(C)(C)NS(=O)(=O)C=1C=C(C=CC1)NC1=NC(=NC=C1C)NC1=CC=C(C(=O)NC=2C=C3C=CC=NC3=CC2)C=C1